rac-1-(((1R,3R,6S)-spiro[bicyclo[4.1.0]heptane-3,2'-oxiran]-1-yl)methyl)-1H-benzo[d]imidazole-6-carbonitrile O1[C@@]2(C1)C[C@@]1(C[C@@H]1CC2)CN2C=NC1=C2C=C(C=C1)C#N |r|